(1R,2S,5S)-N-[cyano(1,6-naphthyridin-8-yl)methyl]-3-[(2S)-2-[(3-hydroxycyclobutanecarbonyl)amino]-3,3-dimethyl-butanoyl]-6,6-dimethyl-3-azabicyclo[3.1.0]hexane-2-carboxamide C(#N)C(NC(=O)[C@@H]1[C@H]2C([C@H]2CN1C([C@H](C(C)(C)C)NC(=O)C1CC(C1)O)=O)(C)C)C=1C=NC=C2C=CC=NC12